[4-[6-chloro-3-[[(1R)-1-[2-(4,4-dimethyl-1-piperidyl)-3,6-dimethyl-4-oxo-chromen-8-yl]ethyl]amino]-2-pyridyl]-2-formyl-3-methoxy-phenyl] trifluoromethanesulfonate FC(S(=O)(=O)OC1=C(C(=C(C=C1)C1=NC(=CC=C1N[C@H](C)C=1C=C(C=C2C(C(=C(OC12)N1CCC(CC1)(C)C)C)=O)C)Cl)OC)C=O)(F)F